N-(3-(1,2,3,6-tetrahydropyridin-4-yl)pyrazin-2-yl)-2-(trifluoromethyl)pyrimidin-5-amine N1CCC(=CC1)C=1C(=NC=CN1)NC=1C=NC(=NC1)C(F)(F)F